ClC=1C=C(C=CC1OC(F)F)NC(=O)N1[C@@H]2CC[C@H]1CC=1C(=NC=CC12)F (5R,8S)-N-(3-Chloro-4-(difluoromethoxy)phenyl)-1-fluoro-6,7,8,9-tetrahydro-5H-5,8-epiminocyclohepta[c]pyridine-10-carboxamide